O[C@H]1C(OCC1)=O |r| racemic-3-hydroxyoxolan-2-one